((4-chlorophenoxy)(perfluorophenoxy)phosphoryl)-L-alanine cyclooctyl ester C1(CCCCCCC1)OC([C@@H](NP(=O)(OC1=C(C(=C(C(=C1F)F)F)F)F)OC1=CC=C(C=C1)Cl)C)=O